C1(CCC1)OC1=NC(=NC=C1C(F)(F)F)N[C@H]1C[C@H](CCC1)C1=NN=C2N1C=CC=C2 4-(cyclobutoxy)-N-[(1R,3S)-3-([1,2,4]triazolo[4,3-a]pyridin-3-yl)cyclohexyl]-5-(trifluoromethyl)pyrimidin-2-amine